C(C1=CC=CC=C1)C1=NNC(C2=CC(=C(C=C12)OC)OC)=O 4-benzyl-6,7-dimethoxyphthalazin-1(2H)-one